1-(2-((tert-butyldimethylsilyl)oxy)ethyl)-4-nitro-3-(oxetan-3-yloxy)-1H-pyrazole [Si](C)(C)(C(C)(C)C)OCCN1N=C(C(=C1)[N+](=O)[O-])OC1COC1